7-chloro-N-[6-(difluoromethoxy)-5-fluoro-2-methoxy-3-pyridinyl]isoquinoline-4-sulfonamide ClC1=CC=C2C(=CN=CC2=C1)S(=O)(=O)NC=1C(=NC(=C(C1)F)OC(F)F)OC